5-CHLORO-1-METHYL-PYRROL-3-YLBORONIC ACID ClC1=CC(=CN1C)B(O)O